C(C)(C)(C)OC(=O)[C@H]1C[C@@H](C=2N1C=1N(C(C2Br)=O)N=C(N1)C=1CCOCC1)C (7s,9r)-6-bromo-2-(3,6-dihydro-2H-pyran-4-yl)-7-methyl-5-oxo-5,7,8,9-tetrahydropyrrolo[1,2-c][1,2,4]triazolo[1,5-a]pyrimidine-9-carboxylic acid tert-butyl ester